[Cu](Cl)Cl.[Sn] tin-copper chloride